N-Methyl-bis-(3-aminopropyl)amine CN(CCCN)CCCN